ClC1=C(C=C2C(=C(N(C2=C1F)C)C1=NN(C(=N1)C(F)(F)F)CC1=CC=C(C=C1)OC)C=1C=NN(C1)C1OCCCC1)OC 6-chloro-7-fluoro-5-methoxy-2-(1-(4-methoxybenzyl)-5-(trifluoromethyl)-1H-1,2,4-triazol-3-yl)-1-methyl-3-(1-(tetrahydro-2H-pyran-2-yl)-1H-pyrazol-4-yl)-1H-indole